alpha-bromostyrene sulfonium salt [SH3+].BrC(=C)C1=CC=CC=C1